Cl.C[C@@H]1N(C[C@@H](CC1)N)CC1=CC=CC=C1 (2S,5R)-2-methyl-5-amino-1-benzylpiperidine hydrochloride